1-(2-(dimethylamino)acetamido)-N-(4-(3-(3,5-dimethylisoxazol-4-yl)-5-fluorophenoxy)-3-methylphenyl)cyclobutanecarboxamide CN(CC(=O)NC1(CCC1)C(=O)NC1=CC(=C(C=C1)OC1=CC(=CC(=C1)F)C=1C(=NOC1C)C)C)C